N1=NP=CC2=C1C=CC=C2 3,2-diazaphosphinobenzene